C(C)OC1=CC=C(C=C1)C=1C2=CC=CC=C2C(=C2C=CC=CC12)C1=CC=CC=C1 9-(4-ethoxyphenyl)-10-phenylanthracene